C1(=CC=CC2=CC=CC=C12)C1=CC=C(C=C1)OC(OC1=CC=C(C=C1)C1=CC=CC2=CC=CC=C12)=O.C(C1=CC=CC=C1)(=O)C1(C(N(CC1)C)=O)C benzoyl-dimethyl-pyrrolidone Di-[4-(1-naphthyl)-phenyl]-carbonate